7-chloro-N-(4-chloro-2,5-difluorophenyl)-6-(methylsulfinyl)-1H-indole-3-sulfonamide ClC=1C(=CC=C2C(=CNC12)S(=O)(=O)NC1=C(C=C(C(=C1)F)Cl)F)S(=O)C